Pinyl-isobutyraldehyde C12(C(CCC(C1(C)C)C2)C)C(C=O)(C)C